C1(=CC=CC2=CC=CC=C12)O[C@@H](CC=O)C=1SC=CC1 (S)-3-(1-naphthoxy)-3-(2-thienyl)propionaldehyde